FC1=C(N)C(=CC(=C1)C#CC=1C=NC=C(C1)F)F 2,6-difluoro-4-(5-fluoro-pyridin-3-ylethynyl)-aniline